(1H-pyrrolo[2,3-b]pyridin-4-yl)methanone N1C=CC=2C1=NC=CC2C=O